(R)-5-((6-(1H-imidazol-1-yl)pyridin-3-yl)ethynyl)-2-(3-(methoxymethyl)piperazin-1-yl)pyrimidine hydrochloride Cl.N1(C=NC=C1)C1=CC=C(C=N1)C#CC=1C=NC(=NC1)N1C[C@@H](NCC1)COC